OCC[NH2+]COC(C)=O hydroxyethylacetoxymethylammonium